NC1=CC(=C(OC2=CC=C3CCC(NC3=C2)=O)C(=C1)Cl)Cl 7-(4-Amino-2,6-dichlorophenoxy)-3,4-dihydroquinolin-2(1H)-one